FC1=CC2=C(C(=NS2)C2CCNCC2)C=C1 6-fluoro-3-(piperidin-4-yl)benzo[d]isothiazole